2-(2-Chloro-4-((3-fluoro-4-(1-methyl-4-(trifluoromethyl)-1H-imidazol-2-yl)benzyl)amino)pyrimidine-5-yl)propan-2-ol ClC1=NC=C(C(=N1)NCC1=CC(=C(C=C1)C=1N(C=C(N1)C(F)(F)F)C)F)C(C)(C)O